ClC=1C=NN(C1)CC(=O)OCCC=C(F)F 4,4-difluorobut-3-en-1-yl 2-(4-chloro-1H-pyrazol-1-yl)acetate